C(C1=CC=CC=C1)OC(=O)N1CCC(CC1)CN1C[C@@H](N(CC1)C(=O)OC(C)(C)C)C tert-butyl (S)-4-((1-((benzyloxy)carbonyl) piperidin-4-yl) methyl)-2-methylpiperazine-1-carboxylate